F[P-](F)(F)(F)(F)F.N1(N=NC2=C1C=CC=C2)OC(=[N+](C)C)N(C)C 2-(1H-benzotriazole-1-yl)-1,1,3,3-tetramethyluronium hexafluorophosphate